N1=C(C=CC=C1)C1=NC=C(C=N1)OCC=1OC=CN1 2-(((2-(pyridin-2-yl)pyrimidin-5-yl)oxy)methyl)oxazole